(rac)-6-tetrahydrofuran-3-yloxy-1-[1-[4-(trifluoromethoxy)benzoyl]-4-piperidyl]-3H-imidazo[4,5-b]pyridin-2-one O1C[C@@H](CC1)OC=1C=C2C(=NC1)NC(N2C2CCN(CC2)C(C2=CC=C(C=C2)OC(F)(F)F)=O)=O |r|